C(C)N(C=O)C=N N-ethyl-N-iminomethylcarboxamide